2-[2-[3-(Trifluoromethyl)phenyl]-7-azaspiro[3.5]nonane-7-carbonyl]-5-azaspiro[3.4]octan-6-one FC(C=1C=C(C=CC1)C1CC2(C1)CCN(CC2)C(=O)C2CC1(C2)NC(CC1)=O)(F)F